cyclopenta[1,2-a]phenanthrene-7-ol C1=CC=C2C1=CC=C1C3=CC=C(CC3=CC=C21)O